2,3,4-butanetriol CC(C(CO)O)O